21-hydroxyheneicosyl laurate C(CCCCCCCCCCC)(=O)OCCCCCCCCCCCCCCCCCCCCCO